(4'-bromo-[1,1'-biphenyl]-4-yl)trimethylsilane BrC1=CC=C(C=C1)C1=CC=C(C=C1)[Si](C)(C)C